C(#N)C1=C(C=C(OCC2(CN(C2)S(=O)(=O)C2=C(C=C(C=C2)Cl)Cl)CNC(CO)=O)C=C1)F N-((3-((4-Cyano-3-fluorophenoxy)methyl)-1-((2,4-dichlorophenyl)sulfonyl)azetidin-3-yl)methyl)-2-hydroxyacetamide